C1(C(CCCCCCCCCC)CCCCCCCCCCCCCC1)O tetradecanododecanol